O=C1NC(CCC1N1C(C2=CC=CC(=C2C1=O)N1CCN(CC1)CCNC(C1=CC=CC=C1)=O)=O)=O N-(2-(4-(2-(2,6-dioxopiperidin-3-yl)-1,3-dioxoisoindolin-4-yl)piperazin-1-yl)ethyl)benzamide